pyrazolo[4,3-b]pyrrolo[3,2-e]pyridine N1=NC=C2N=C3C(C=C21)=CC=N3